tert-butyl 3-(2-dispiro[2.0.2.1]heptan-7-yl ethoxy)pyrazole-1-carboxylate C1CC12C1(CC1)C2CCOC2=NN(C=C2)C(=O)OC(C)(C)C